N1=C(C=CC=C1)N[C@@H](C)C(=O)O (2-pyridinyl)-L-alanine